C(CC)C1=CC=C(C=C1)S(=O)(=O)N=[N+]=[N-] 4-propylbenzenesulfonyl azide